C(C)C1=CC2=C(C3=CC=CC=C3C(=C2C=C1)OC(=O)CCCCC)OC(=O)CCCCC 2-ethyl-9,10-bis(n-pentylcarbonyloxy)anthracene